C(C=C(C(=O)[O-])CC(=O)[O-])(=O)[O-] anti-aconitate